BrC1=CC=C(C=C1)S(=O)(=O)N1CCC(CC1)NC1=NC=C(C(=N1)Cl)C#N 2-((1-((4-bromophenyl)sulfonyl)piperidin-4-yl)amino)-4-chloropyrimidine-5-carbonitrile